2-aminonaphthalene-3,6,8-trisulfonic acid NC1=CC2=C(C=C(C=C2C=C1S(=O)(=O)O)S(=O)(=O)O)S(=O)(=O)O